1-(3-fluoro-4-(5-(trifluoromethyl)-1,2,4-oxadiazol-3-yl)phenyl)-2-((1-methyl-1H-imidazol-4-yl)methoxy)ethan-1-one FC=1C=C(C=CC1C1=NOC(=N1)C(F)(F)F)C(COCC=1N=CN(C1)C)=O